2,2-dimethylbenzazetidine CC1(NC2=C1C=CC=C2)C